ClC1=C(C=2N=C(N=C(C2C(=N1)OC)N1CC(C1)C)SC)F 1-(7-chloro-8-fluoro-5-methoxy-2-(methylthio)pyrido[4,3-d]pyrimidin-4-yl)-3-methylazetidine